γ-aminopropylmethyldipropoxysilane NCCC[Si](OCCC)(OCCC)C